N-[5-[2-methyl-5-[[(1R,4R)-5-oxa-2-azabicyclo[2.2.1]heptan-4-yl]methoxy]-4-pyridyl]pyrazolo[1,5-a]pyridin-2-yl]cyclopropanecarboxamide CC1=NC=C(C(=C1)C1=CC=2N(C=C1)N=C(C2)NC(=O)C2CC2)OC[C@@]21CN[C@@H](CO2)C1